C(C(=C)C)(=O)OC12C(C3CC(CC(C1)C3)C2)CCCC butyladamantyl methacrylate